N-(2,6-difluorobenzyl)-N-(4-fluorobenzyl)-4-(3-(pyridin-4-ylmethyl)ureido)benzenesulfonamide FC1=C(CN(S(=O)(=O)C2=CC=C(C=C2)NC(=O)NCC2=CC=NC=C2)CC2=CC=C(C=C2)F)C(=CC=C1)F